rac-tert-Butyl ((3S,5S)-1-(4-methoxybenzyl)-5-phenylpyrrolidin-3-yl)carbamate COC1=CC=C(CN2C[C@H](C[C@H]2C2=CC=CC=C2)NC(OC(C)(C)C)=O)C=C1 |r|